CN(C)CCC1=CC=C(C=C1)[N+](=O)[O-] N,N-dimethyl-2-(4-nitrophenyl)ethanamine